CC1=NOC(=C1C1=C(OCCN2CCOCC2)C=CC(=C1)[N+](=O)[O-])C 4-[2-[2-(3,5-dimethylisoxazol-4-yl)-4-nitro-phenoxy]ethyl]morpholine